OCCNC1=NC(=NC(=C1)C)NC(=O)NC1=CC=C(C=C1)OC(F)(F)F 1-(4-((2-hydroxyethyl)amino)-6-methylpyrimidin-2-yl)-3-(4-(trifluoromethoxy)phenyl)urea